2-(furan-2-carbonyl)-3,3-bis(methylthio)prop-2-enoic acid ethyl ester C(C)OC(C(=C(SC)SC)C(=O)C=1OC=CC1)=O